3-MORPHOLINOPYRIDINE-2-BORONIC ACID O1CCN(CC1)C=1C(=NC=CC1)B(O)O